(Benzotriazole-1-yloxy)tripyrrolidinylphosphonium hexafluorophosphate F[P-](F)(F)(F)(F)F.N1(N=NC2=C1C=CC=C2)O[P+](N2CCCC2)(N2CCCC2)N2CCCC2